1-(tert-butyl) 2-methyl (2R,4R)-4-((tert-butyldiphenylsilyl)oxy)pyrrolidine-1,2-dicarboxylate [Si](C1=CC=CC=C1)(C1=CC=CC=C1)(C(C)(C)C)O[C@@H]1C[C@@H](N(C1)C(=O)OC(C)(C)C)C(=O)OC